((N-tert-butoxycarbonyl-2-isopentyl-1,4-diazacycloheptan-1-yl)sulfonyl)-1-methoxyisoquinoline C(C)(C)(C)OC(=O)N1CC(N(CCC1)S(=O)(=O)C=1N=C(C2=CC=CC=C2C1)OC)CCC(C)C